2-((2-methoxy-4-(9-methyl-3,9-diazaspiro[5.5]undec-3-yl)-5-nitrophenyl)amino)-4-(1-methyl-1H-indol-3-yl)pyrimidine-5-carboxylic acid methyl ester COC(=O)C=1C(=NC(=NC1)NC1=C(C=C(C(=C1)[N+](=O)[O-])N1CCC2(CC1)CCN(CC2)C)OC)C2=CN(C1=CC=CC=C21)C